8-[5-(3-Cyclopentyl-2,3,4,5-tetrahydro-1H-3-benzazepin-7-yl)-1H-pyrazolo[3,4-b]pyridin-3-yl]-2,3,4,5-tetrahydro-1,4-benzoxazepin-5-one C1(CCCC1)N1CCC2=C(CC1)C=CC(=C2)C=2C=C1C(=NC2)NN=C1C1=CC2=C(C(NCCO2)=O)C=C1